(3R)-2'-(6-amino-5-{[1-(1-propyl-1H-pyrazol-5-yl)ethyl]oxy}pyridin-3-yl)-N-ethyl-5',6'-dihydrospiro[pyrrolidine-3,4'-pyrrolo[1,2-b]pyrazole]-1-carboxamide NC1=C(C=C(C=N1)C=1C=C2N(N1)CC[C@]21CN(CC1)C(=O)NCC)OC(C)C1=CC=NN1CCC